FC(C=1C(=C(C=CC1)[C@@H](C)NC=1C2=C(N=C(N1)C)C=NC(=C2)N2CC1=NNC=C1C2)F)F N-{(1R)-1-[3-(difluoromethyl)-2-fluorophenyl]ethyl}-6-(2,6-dihydropyrrolo[3,4-c]pyrazol-5(4H)-yl)-2-methylpyrido[3,4-d]pyrimidin-4-amine